tert-butyl ((1r,4r)-4-((5-((E)-2-(6-((2-chlorophenyl)sulfonamido)-2-methoxypyridin-3-yl)vinyl)pyrimidin-2-yl)amino)cyclohexylmethyl)carbamate ClC1=C(C=CC=C1)S(=O)(=O)NC1=CC=C(C(=N1)OC)/C=C/C=1C=NC(=NC1)NC1CCC(CC1)CNC(OC(C)(C)C)=O